3,6,6-Trimethylbicyclo-[3.1.1]-heptan-2-one CC1C(C2C(C(C1)C2)(C)C)=O